1,3-dihydro-2H-benzo[d]imidazol-2-on N1C(NC2=C1C=CC=C2)=O